C1C(CCC)O1 Penten oxid